FC1(CN(CCC1)C1=NN2C(S1)=NC=C2C2=C(C=C(C=C2)F)OC)CN (3-fluoro-1-(5-(4-fluoro-2-methoxyphenyl)imidazo[2,1-b][1,3,4]thiadiazol-2-yl)piperidin-3-yl)methylamine